C(C)OC(=O)C=1C=C(N2C1C=C(C1=CC=CC=C21)C)C(C2=CC(=CC(=C2)C(F)(F)F)C(F)(F)F)=O Ethyl-1-(3,5-bis(trifluoromethyl)benzoyl)-5-methylpyrrolo[1,2-a]quinoline-3-carboxylate